C(\C=C\C(=O)O)(=O)O.O1[C@@H](CC1)CN (S)-oxetan-2-ylmethanamine fumaric acid salt